4-(hydroxymethyl)-N,N,2-trimethyl-5-nitro-benzenesulfonamide OCC1=CC(=C(C=C1[N+](=O)[O-])S(=O)(=O)N(C)C)C